2,2-dimethyl-3-(N-cyclohexylmethylamino)propanal CC(C=O)(CNCC1CCCCC1)C